OC1=C(C2=CC=CC=C2C=C1)C(=O)[O-] 2-hydroxy-1-naphthalate